ClP1O[C@@H]([C@H]2N1CCC2)CC2=CC=C(C=C2)[N+](=O)[O-] (3R,3aS)-1-Chloro-3-[(4-nitrophenyl)methyl]tetrahydro-1H,3H-pyrrolo[1,2-c][1,3,2]oxazaphosphole